6-chloro-4-{[(2,4-dimethoxyphenyl)methyl]Amino}pyridazine-3-carboxylic acid methyl ester COC(=O)C=1N=NC(=CC1NCC1=C(C=C(C=C1)OC)OC)Cl